FC1(CNCCC1N1C(NC=2C=NC=3C=CC=CC3C21)=O)F 1-(3,3-difluoropiperidine-4-yl)-imidazo[4,5-c]quinoline-2-one